CN1N=CC=2C1=NC(=CC2N2CCC(CC2)C2=NC=C(C=C2C)N2CCNCC2)C 1,6-Dimethyl-4-[4-(3-methyl-5-piperazin-1-yl-2-pyridinyl)-1-piperidinyl]pyrazolo[3,4-b]pyridine